FC(C=1C=C(C=CC1)NC1=C(C=CC=C1)C=C)(F)F [3-(trifluoromethyl)phenyl]-2-vinyl-aniline